O=C1NC(CCC1C1=C(C(=C(C=C1F)N1CCN(CC1)C(=O)OC(C)(C)C)C)F)=O tert-butyl 4-(4-(2,6-dioxopiperidin-3-yl)-3,5-difluoro-2-methylphenyl)piperazine-1-carboxylate